2-((1s,4s)-4-((2-((2-(1-(Cyclopropylsulfonyl)-1H-pyrazol-4-yl)pyrimidin-4-yl)amino)-5-(1-(methoxymethyl)-1H-pyrazol-3-yl)pyridin-4-yl)amino)cyclohexyl)propan-2-ol C1(CC1)S(=O)(=O)N1N=CC(=C1)C1=NC=CC(=N1)NC1=NC=C(C(=C1)NC1CCC(CC1)C(C)(C)O)C1=NN(C=C1)COC